N1(CCCCC1)C1=CC=C(C=C1)C=1OC2=C(C1)C=CC(=C2)C=O 2-(4-(piperidin-1-yl)phenyl)benzofuran-6-carbaldehyde